2'-Trifluoromethyl-3,4-dihydroxychalcone FC(C1=C(C(/C=C/C2=CC(=C(C=C2)O)O)=O)C=CC=C1)(F)F